1-(4-(1,1-difluoroethyl)-2,5-dimethoxyphenyl)butan-2-amine FC(C)(F)C1=CC(=C(C=C1OC)CC(CC)N)OC